4-(1-methyl-1H-imidazol-2-yl)-4-oxobut-2-yn-1-yl 2-oxopropanoate O=C(C(=O)OCC#CC(=O)C=1N(C=CN1)C)C